1-Isopropyl-2-methyl-1H-benzo[g]indazol-3,4,5(2H)-trion C(C)(C)N1N(C(C=2C(C(C3=C(C12)C=CC=C3)=O)=O)=O)C